CCCCCCCCN 8-octylamine